6-(3-methyl-2,3,4,5-tetrahydropyridin-6-yl)-1,3-Benzothiazole CC1CN=C(CC1)C1=CC2=C(N=CS2)C=C1